ClC1=C(C(=CC(=C1)F)F)CC(=O)NC1=CC(=NC=C1)N(C(C)=O)C1=CC=C(C=C1)F N-{4-[2-(2-chloro-4,6-difluorophenyl)acetamido]pyridin-2-yl}-N-(4-fluorophenyl)acetamide